C(C(C)C)(=O)NC=1C=C(C(=O)NCCOC2=CC3=CC=C(C=C3C=C2)OCC(F)(F)F)C=CN1 2-isobutyramido-N-(2-((6-(2,2,2-trifluoroethoxy)naphthalen-2-yl)oxy)ethyl)isonicotinamide